N1=C(C=CC=C1)SSC1=NC=CC=C1 1,2-bis(pyridin-2-yl)disulfane